tert-butyl (2-(2-(3-(6-(((3S,4R,5R,6R)-4,5-dihydroxy-6-(hydroxymethyl)tetrahydro-2H-pyran-3-yl)amino)pyrazin-2-yl)propoxy)ethoxy)ethyl)carbamate O[C@@H]1[C@H](CO[C@@H]([C@@H]1O)CO)NC1=CN=CC(=N1)CCCOCCOCCNC(OC(C)(C)C)=O